NCCC(C(=O)O)NCCN 4-amino-2-(2-aminoethylamino)butyric acid